1-[6-(2-Aminoethylamino)-6-oxo-hexyl]-4-[(E)-2-[7-(diethylamino)-2-oxo-chromen-3-yl]vinyl]pyridin-1-ium-3-sulfonat NCCNC(CCCCC[N+]1=CC(=C(C=C1)\C=C\C=1C(OC2=CC(=CC=C2C1)N(CC)CC)=O)S(=O)(=O)[O-])=O